(S)-4-(2-chloro-6-((methylsulfonyl)-methyl)pyrimidin-4-yl)-5-ethylmorpholin-3-one ClC1=NC(=CC(=N1)N1C(COC[C@@H]1CC)=O)CS(=O)(=O)C